C(C)(C)(C)OC(N(CC=1C(=C2C=CC=NC2=C(C1)OC1=CC=C(C=C1)C(F)(F)F)C=C)C(=O)OC(C)(C)C)=O N-tert-Butoxycarbonyl-N-[[8-[4-(trifluoromethyl)phenoxy]-5-vinyl-6-quinolinyl]methyl]carbamic acid tert-butyl ester